C(C)(C)(C)OC(NCC1=NC2=C(N1)C=CC(=C2)C(NCC2CCCCCC2)=O)=O N-[[5-(cycloheptylmethylcarbamoyl)-1H-benzimidazol-2-yl]methyl]carbamic acid tert-butyl ester